NC1=C(C=CC(=C1F)NCC1=CC=C(C=C1)C(F)(F)F)NC(C(C)C)=O N-(2-amino-3-fluoro-4-((4-(trifluoromethyl)benzyl)amino)phenyl)isobutyramide